NC=1C=C(N2C1C(NC(C2C)=O)C2=C(C=CC(=C2)F)Cl)C(=O)OCC ethyl 8-amino-1-(2-chloro-5-fluorophenyl)-4-methyl-3-oxo-1,2,3,4-tetrahydropyrrolo[1,2-a]pyrazine-6-carboxylate